NC1=C(C(=O)NC23CCC(CC2)(CC3)O)C=C(C=N1)C1=CC=C(C=C1)[C@]13CN(C[C@@H]3C1)C1CCOCC1 2-amino-N-(4-hydroxybicyclo-[2.2.2]oct-1-yl)-5-(4-((1S,5R)-3-(tetrahydro-2H-pyran-4-yl)-3-azabicyclo-[3.1.0]hex-1-yl)phenyl)nicotinamide